3-(((6-Chloro-2-(trifluoromethyl)quinolin-4-yl)amino)methyl)-3-(1-methyl-1H-indazol-5-yl)azetidine-1-sulfonamide ClC=1C=C2C(=CC(=NC2=CC1)C(F)(F)F)NCC1(CN(C1)S(=O)(=O)N)C=1C=C2C=NN(C2=CC1)C